FC1=C(C#N)C=C(C=C1)OC=1C(=C2C=CN(C2=CC1F)[Si](C(C)C)(C(C)C)C(C)C)CC1CNC(O1)=O 2-Fluoro-5-((6-fluoro-4-((2-oxooxazolidin-5-yl)methyl)-1-(triisopropylsilyl)-1H-indol-5-yl)oxy)benzonitrile